(2-AMINO-ETHOXY)-ACETIC ACID NCCOCC(=O)O